(S)-N-((1H-pyrazol-3-yl)methyl-d2)-2-amino-1-(3-hydroxy-2,6-dimethylphenyl)-5,6-dimethyl-1H-pyrrolo[2,3-b]pyridine-3-carboxamide N1N=C(C=C1)C(NC(=O)C1=C(N(C2=NC(=C(C=C21)C)C)C2=C(C(=CC=C2C)O)C)N)([2H])[2H]